C(#N)C(=CC1=[N+](C2=CC=CC=C2C=C1)C)C#N (2,2-dicyanovinyl)-1-methylquinolin-1-ium